N-[(2S,3R)-2-[(2,3'-difluoro[1,1'-biphenyl]-3-yl)methyl]-4,4-difluoro-1-(2-methylpropanoyl)pyrrolidin-3-yl]cyclopropanesulfonamide FC1=C(C=CC=C1C[C@@H]1N(CC([C@@H]1NS(=O)(=O)C1CC1)(F)F)C(C(C)C)=O)C1=CC(=CC=C1)F